N1=CC(=CC=C1)C=1N=NN(C1)[C@@H]1CN(C[C@H]1OCC1=CC=C(C=C1)C(F)(F)F)C(C(=C)C(F)(F)F)=O 1-((3R,4R)-3-(4-(pyridin-3-yl)-1H-1,2,3-triazol-1-yl)-4-(4-(trifluoromethyl)benzyloxy)pyrrolidin-1-yl)-2-(trifluoromethyl)prop-2-en-1-one